C(C)(C)NC(OC1CCC(CC1)C1=NN(C(=C1)NC1=CC2=C(CN(S2(=O)=O)CC2=CC=C(C=C2)OC)C=C1)C(C)(C)C)=O (1s,4s)-4-(1-(tert-butyl)-5-((2-(4-methoxybenzyl)-1,1-dioxido-2,3-dihydrobenzo[d]isothiazol-6-yl)amino)-1H-pyrazol-3-yl)cyclohexyl isopropylcarbamate